[Cl-].C(CCCCCCCCCCCCCCC)[N+](CC(C[N+](C)(C)C)O)(C)C.[Cl-] N1-hexadecyl-2-hydroxy-N1,N1,N3,N3,N3-pentamethylpropane-1,3-diaminium chloride